ClC=1C=C2C(C(COC2=CC1)=CC1=CC(=C(C=C1)OCCCCCN1CCCC1)OC)=O 6-chloro-3-(3-methoxy-4-((5-(pyrrolidin-1-yl)pentyl)oxy)benzylidene)chroman-4-one